6-((4-(isopropoxy(phenyl)methyl)-4-phenethylpiperidin-1-yl)methyl)-1H-benzo[d][1,3]oxazin-2(4H)-one C(C)(C)OC(C1(CCN(CC1)CC1=CC2=C(NC(OC2)=O)C=C1)CCC1=CC=CC=C1)C1=CC=CC=C1